CC12C=CC(C=C1)C2 1-methyl-2,5-norbornadiene